1-(Tert-butyl) 2-methyl (E)-4-(2-(1,8-naphthyridin-2-yl)vinyl)-1H-pyrrole-1,2-dicarboxylate N1=C(C=CC2=CC=CN=C12)/C=C/C=1C=C(N(C1)C(=O)OC(C)(C)C)C(=O)OC